4-amino-N-((5-(difluoromethyl)-2-pyridinyl)methyl)-N-((1R)-1-(2-pyrimidinyl)ethyl)-2,3-dihydro-1H-cyclopenta[c]quinoline-8-carboxamide NC1=NC=2C=CC(=CC2C2=C1CCC2)C(=O)N([C@H](C)C2=NC=CC=N2)CC2=NC=C(C=C2)C(F)F